7-[(7S)-2,7-dimethyl-3-(3,4,5-trifluorophenyl)-5,7-dihydro-4H-pyrazolo[3,4-c]pyridine-6-carbonyl]-4-methyl-1,4-benzoxazin-3-one CN1N=C2[C@@H](N(CCC2=C1C1=CC(=C(C(=C1)F)F)F)C(=O)C1=CC2=C(N(C(CO2)=O)C)C=C1)C